BrC1=C(C=C(C(=C1)F)I)Cl 1-bromo-2-chloro-5-fluoro-4-iodobenzene